4-(trifluoromethyl)pyridine-2-carboxylic acid FC(C1=CC(=NC=C1)C(=O)O)(F)F